ClC1=C(C(=O)N2[C@H]([C@H](CC3=CC=CC=C23)C(=O)NC2=CC(=C(C=C2)CO)C(F)(F)F)C2=CC=C(C=C2)NC2CCCC2)C=CC=C1 (2R,3s)-1-(2-chlorobenzoyl)-2-(4-(cyclopentylamino)phenyl)-N-(4-(hydroxymethyl)-3-(trifluoromethyl)phenyl)-1,2,3,4-tetrahydroquinoline-3-carboxamide